COC=1C2=C(N=C(N1)NC1CC(C1)(C)N1C(CCC1)=O)NC=C2C2=CC=1N(C=C2)N=CC1 1-((1s,3s)-3-((4-methoxy-5-(pyrazolo[1,5-a]pyridin-5-yl)-7H-pyrrolo[2,3-d]pyrimidin-2-yl)amino)-1-methylcyclobutyl)pyrrolidin-2-one